tetra(octan-3-yl) 9,9',9'',9'''-((((5-((3-(dimethylamino)propyl)(methyl)carbamoyl)isophthaloyl)bis(methylazanediyl))bis(propane-3,1-diyl))bis(azanetriyl))tetranonanoate CN(CCCN(C(=O)C=1C=C(C=C(C(=O)N(C)CCCN(CCCCCCCCC(=O)OC(CC)CCCCC)CCCCCCCCC(=O)OC(CC)CCCCC)C1)C(=O)N(C)CCCN(CCCCCCCCC(=O)OC(CC)CCCCC)CCCCCCCCC(=O)OC(CC)CCCCC)C)C